3-methyltridec-4-en-1-ol CC(CCO)C=CCCCCCCCC